(R)-3-(2-chloro-3-(9-(3-chlorobenzyl)-6-(1-methylcyclopropoxy)-9H-purin-8-yl)phenoxy)-2-methylpropanoic acid ClC1=C(OC[C@H](C(=O)O)C)C=CC=C1C=1N(C2=NC=NC(=C2N1)OC1(CC1)C)CC1=CC(=CC=C1)Cl